5-(3-{2-[(1S,5S)-1-[2-amino-6-(morpholin-4-yl)-1,3-benzodiazol-1-yl]-3-azabicyclo[3.2.1]octan-3-yl]ethoxy}-1H-pyrazol-4-yl)-1-methyl-6-oxopyridine-3-carboxylic acid NC1=NC2=C(N1[C@@]13CN(C[C@@H](CC1)C3)CCOC3=NNC=C3C3=CC(=CN(C3=O)C)C(=O)O)C=C(C=C2)N2CCOCC2